CC1CN2C(SC1)=NC(=C(C2=O)C#N)C=2C=NC(=CC2)C2(COC2)C 3-methyl-8-[6-(3-methyloxetan-3-yl)pyridin-3-yl]-6-oxo-2H,3H,4H,6H-pyrimido[2,1-b][1,3]thiazine-7-carbonitrile